(rac)-2'-[6-amino-5-(trifluoromethyl)pyridin-3-yl]-N-[2-(pyrimidin-5-yl)propan-2-yl]-5',6'-dihydrospiro[pyrrolidine-3,4'-pyrrolo[1,2-b]pyrazole]-1-carboxamide NC1=C(C=C(C=N1)C=1C=C2N(N1)CC[C@]21CN(CC1)C(=O)NC(C)(C)C=1C=NC=NC1)C(F)(F)F |r|